ClC1=CC=C(C2=C1OCCO2)N2CCN(CC2)Cl 8-Chloro-5-(4-chloropiperazin-1-yl)-2,3-dihydro-1,4-benzodioxine